(S)-4-hydroxy-3-oxo-1-((S)-2-oxopyrrolidin-3-yl)butan OCC(CC[C@@H]1C(NCC1)=O)=O